FC1=C(C=CC=C1)C1=NN(C=C1C=1C2=C(N=CN1)C=C(C(=N2)NC(=O)C21CC(C2)(C1)NC(OC(C)(C)C)=O)OC)C tert-butyl (3-((4-(3-(2-fluorophenyl)-1-methyl-1H-pyrazol-4-yl)-7-methoxypyrido[3,2-d]pyrimidin-6-yl)carbamoyl)bicyclo[1.1.1]pentan-1-yl)carbamate